3-chloro-5-trifluoromethyl-pyridine-2-carboxylic acid (5-iodo-2-methylamino-pyridin-3-yl)-amide IC=1C=C(C(=NC1)NC)NC(=O)C1=NC=C(C=C1Cl)C(F)(F)F